[Co](Cl)Cl.CC1=CC=C(C=C1)C=1C2=CC=C(N2)C(=C2C=CC(C(=C3C=CC(=C(C=4C=CC1N4)C4=CC=C(C=C4)C)N3)C3=CC=C(C=C3)C)=N2)C2=CC=C(C=C2)C 5,10,15,20-tetra(4-methylphenyl)-21H,23H-porphine cobalt chloride